2-aminophenyl disulphide NC1=C(C=CC=C1)SSC1=C(C=CC=C1)N